N-(6-(2-amino-3-fluorophenyl)imidazo[1,2-a]pyridin-2-yl)-2-fluorocyclopropanecarboxamide NC1=C(C=CC=C1F)C=1C=CC=2N(C1)C=C(N2)NC(=O)C2C(C2)F